(R and S)-4-(((R)-1-(3-(1,1-difluoro-2-hydroxy-2-methylpropyl)-2-fluorophenyl)ethyl)amino)-2,6,8-trimethyl-6,8-dihydro-7H-pyrrolo[2,3-g]quinazolin-7-one FC(C(C)(C)O)(F)C=1C(=C(C=CC1)[C@@H](C)NC1=NC(=NC2=CC3=C(C=C12)N(C([C@@H]3C)=O)C)C)F |&1:28|